4-(4-(5-FLUOROISOINDOLINE-2-CARBOXAMIDO)PHENYL)BICYCLO[2.2.2]OCTANE-1-CARBOXYLIC ACID FC=1C=C2CN(CC2=CC1)C(=O)NC1=CC=C(C=C1)C12CCC(CC1)(CC2)C(=O)O